FC(C1=NN=C(O1)C=1C=CC(=NC1)CN(C(=O)C1(CN(C1)C(CCCN(C)C)=O)F)C1=CC(=CC=C1)F)F N-((5-(5-(difluoromethyl)-1,3,4-oxadiazol-2-yl)pyridin-2-yl)methyl)-1-(4-(dimethylamino)butanoyl)-3-fluoro-N-(3-fluorophenyl)azetidine-3-carboxamide